tert-butyl (3S,4R)-3-amino-4-(methoxymethyl)pyrrolidine-1-carboxylate tert-Butyl-(3S,4R)-3-(dibenzylamino)-4-(methoxymethyl)pyrrolidine-1-carboxylate C(C)(C)(C)OC(=O)N1C[C@H]([C@@H](C1)COC)N(CC1=CC=CC=C1)CC1=CC=CC=C1.N[C@@H]1CN(C[C@H]1COC)C(=O)OC(C)(C)C